C(C)(C)(C)C=1C(=C(O)C=CC1O)C(C)(C)C ditertiary Butyl-hydroquinone